(±)-Ethyl 2-[4-(3-aminotetrahydrofuran-3-yl)phenyl]butanoate NC1(COCC1)C1=CC=C(C=C1)C(C(=O)OCC)CC